BrC=1C=C(C=CC1)CC(C)=O 1-(3-bromophenyl)propan-2-one